(E)-2-Methyl-3-phenylacrylate C/C(/C(=O)[O-])=C\C1=CC=CC=C1